C(=O)(OCC1=CC=CC=C1)NN Cbz-hydrazine